O=C1NC(CCC1NC(=O)C1=CC=CC(=N1)C1=NN(C(=C1)CC=1C(=NC=CC1)C(=O)N)C)=O ((3-(6-((2,6-dioxopiperidin-3-yl)carbamoyl)pyridin-2-yl)-1-methyl-1H-pyrazol-5-yl)methyl)picolinamide